C(C)OCCCN1C=NC2=C1C=C(C=C2)C=2C(=NC=CC2)C2=CC(=C(C=C2)F)C (3-ethoxypropyl)-6-(2-(4-Fluoro-3-methylphenyl)pyridin-3-yl)-1H-benzo[d]imidazole